1-oxo-3,4-dihydroisochromene-7-carboxamide O=C1OCCC2=CC=C(C=C12)C(=O)N